methyl 4-methyl-3-(pyridin-3-ylethynyl)benzoate CC1=C(C=C(C(=O)OC)C=C1)C#CC=1C=NC=CC1